(6-bromo-2,3,4-trimethoxyphenyl)(p-tolyl)methanone BrC1=CC(=C(C(=C1C(=O)C1=CC=C(C=C1)C)OC)OC)OC